NC=1C=C(C=NC1)[C@@H]1N([C@@H](CCC1)C)C(=O)OC(C)(C)C tert-butyl (2R,6R)-2-(5-aminopyridin-3-yl)-6-methylpiperidine-1-carboxylate